methyl (R)-4-(4-((1-(3-(difluoromethyl)-2-fluorophenyl)ethyl)amino)quinolin-6-yl)-4-methoxypiperidine-1-carboxylate FC(C=1C(=C(C=CC1)[C@@H](C)NC1=CC=NC2=CC=C(C=C12)C1(CCN(CC1)C(=O)OC)OC)F)F